S(=O)(=O)=C1N=NN=C1 4-sulfonyl-1,2,3-triazole